FC1(CCN(CC1)CC1=C(C=C(C=C1)[C@H](C)NC=1N=CC2=C(N1)N(C(C=C2)=O)[C@@H](C)C(C)C)F)F 2-{[(1S)-1-{4-[(4,4-Difluoropiperidin-1-yl)methyl]-3-fluorophenyl}ethyl]amino}-8-[(2S)-3-methylbutan-2-yl]pyrido[2,3-d]pyrimidin-7(8H)-on